(2,6-Dichloropyridin-4-yl)methyl O-benzyl-L-allothreoninate hydrochloride Cl.C(C1=CC=CC=C1)O[C@H]([C@H](N)C(=O)OCC1=CC(=NC(=C1)Cl)Cl)C